(S)-N-((S)-1-(5-(2-ethylquinolin-6-yl)-1H-imidazol-2-yl)-7-oxononyl)-6-methyl-6-azaspiro[2.5]octane-1-carboxamide C(C)C1=NC2=CC=C(C=C2C=C1)C1=CN=C(N1)[C@H](CCCCCC(CC)=O)NC(=O)[C@H]1CC12CCN(CC2)C